CC1=NN=C(S1)S 5-Methyl-1,3,4-thiadiazole-2-thiol